(2,3-epoxypropyl)-2-nitroimidazole C(C1CO1)C=1N=C(NC1)[N+](=O)[O-]